FC=1C(=CC2=C(NC=N2)C1)NC=1N=NC=CC1 (6-fluoro-1H-benzimidazol-5-yl)-pyridazin-3-yl-amine